Cl.NC1=CN(C2=C1C(N(C=C2Cl)CC)=O)C 3-Amino-7-chloro-5-ethyl-1-methyl-1H-pyrrolo[3,2-c]pyridin-4(5H)-one hydrochloride